C(#N)[C@]1(CC[C@H](N1C(=O)OC(C)(C)C)C(=O)OCC)C1CC1 1-(tert-butyl) 2-ethyl (2S,5S)-5-cyano-5-cyclopropylpyrrolidine-1,2-dicarboxylate